N1N=CC(=C1)C1=NC=CC(=C1)OC1=C(C=C(N)C=C1)F 4-((2-(1H-pyrazol-4-yl)pyridin-4-yl)oxy)-3-fluoroaniline